O-menthylsuccinate C1(C(CCCC1)C(C)C)(C)C(C(=O)[O-])CC(=O)[O-]